Cl.C(C)N1CCN(CC1)C=1N=C(C2=C(C=NNC2=O)N1)NC1=CC=C(C=C1)CN1CCNCC1 2-(4-Ethylpiperazin-1-yl)-4-((4-(Piperazin-1-ylmethyl)phenyl)amino)pyrimido[4,5-d]pyridazin-5(6H)-on Hydrochlorid